O=CCCCCCCCCCCCCCCCCCO ketostearyl alcohol